N-(1-(4-(4-isopropyl-5-(8-methyl-[1,2,4]triazolo[1,5-a]pyridin-6-yl)-1-((2-(trimethylsilyl)ethoxy)methyl)-1H-pyrazol-3-yl)phenyl)ethyl)propan-2-amine C(C)(C)C=1C(=NN(C1C=1C=C(C=2N(C1)N=CN2)C)COCC[Si](C)(C)C)C2=CC=C(C=C2)C(C)NC(C)C